{[6-(4-fluoro-2-{2-[3-(methoxymethyl)-1,5-dimethyl-1H-pyrazol-4-yl]ethoxy}phenyl)imidazo[1,2-a]pyridin-3-yl]methyl}(methyl)amine FC1=CC(=C(C=C1)C=1C=CC=2N(C1)C(=CN2)CNC)OCCC=2C(=NN(C2C)C)COC